7-(4-(8-methoxy-3,4-dihydrobenzofuro[2,3-c]pyridin-2(1H)-yl)butoxy)-2H-chromen-2-one COC1=CC=CC2=C1OC=1CN(CCC12)CCCCOC1=CC=C2C=CC(OC2=C1)=O